ethyl-4-methoxy-2-(methylsulfanyl)pyrimidine-5-carboxamide C(C)C1=C(C(=NC(=N1)SC)OC)C(=O)N